2-phenyl-3-{4-[10-(3-pyridyl)-9-anthryl]phenyl}quinoxaline C1(=CC=CC=C1)C1=NC2=CC=CC=C2N=C1C1=CC=C(C=C1)C=1C2=CC=CC=C2C(=C2C=CC=CC12)C=1C=NC=CC1